C(C)O[C@@H]1CN(CC[C@H]1OC1=CC=CC=C1)C=1C2=C(N(C(N1)=O)C)C=CC(=N2)C#N trans-4-(3-Ethoxy-4-phenoxypiperidin-1-yl)-1-methyl-2-oxo-1,2-dihydropyrido[3,2-d]pyrimidin-6-carbonitril